2-[[4-[6-[(4-Cyano-2-fluoro-phenyl)methoxy]-2-pyridinyl]-2-fluoro-5-methyl-phenyl]methyl]-3-[[(2S)-oxetan-2-yl]methyl]benzimidazole-5-carboxylic acid C(#N)C1=CC(=C(C=C1)COC1=CC=CC(=N1)C1=CC(=C(C=C1C)CC=1N(C2=C(N1)C=CC(=C2)C(=O)O)C[C@H]2OCC2)F)F